4-[(3S)-3-aminopyrrolidin-1-yl]-6-cyano-N-cyclopentyl-5-(3,5-difluorophenyl)pyridine-3-carboxamide N[C@@H]1CN(CC1)C1=C(C=NC(=C1C1=CC(=CC(=C1)F)F)C#N)C(=O)NC1CCCC1